N-octadecyl-2-(4-methoxyphenyl)-3,5,7-trimethoxyquinolin-4-one C(CCCCCCCCCCCCCCCCC)N1C(=C(C(C2=C(C=C(C=C12)OC)OC)=O)OC)C1=CC=C(C=C1)OC